2-(1-(6-chloro-4-isopropyl-2,7-naphthyridin-1-yl)azetidin-3-yl)ethan-1-ol ClC=1C=C2C(=CN=C(C2=CN1)N1CC(C1)CCO)C(C)C